FC=1C=CC(=C(C1)S(=O)(=O)N)OCCOC 5-fluoro-2-(2-methoxyethoxy)benzenesulfonamide